2,4,4-trimethylpent-2-enal CC(C=O)=CC(C)(C)C